ClC1=CC=C(CNC(NC2CC3(CC(C3)NS(=O)(=O)C3=CC=CC=C3)C2)=O)C=C1 N-(6-(3-(4-chlorobenzyl)ureido)spiro[3.3]heptan-2-yl)benzenesulfonamide